tert-butyl (3-acetyl-9-(8-iodoimidazo[1,2-c]pyrimidin-5-yl)-3,9-diazaspiro[5.5]undecane-1-yl)carbamate C(C)(=O)N1CC(C2(CC1)CCN(CC2)C2=NC=C(C=1N2C=CN1)I)NC(OC(C)(C)C)=O